3-((tert-butoxycarbonyl)amino)adamantane-1-carboxylic acid C(C)(C)(C)OC(=O)NC12CC3(CC(CC(C1)C3)C2)C(=O)O